CC1(CC1)NC1=NC(=NC(=N1)NC1=CC=NC=C1)C1=CC=CC=C1 N2-(1-methylcyclopropyl)-6-phenyl-N4-(pyridin-4-yl)-1,3,5-triazine-2,4-diamine